ClC=1C=C(C=CC1)NC1=NC=NC2=CC=C(C=C12)N N4-(3-chlorophenyl)quinazoline-4,6-diamine